(trimethylsilyl)methyl iodide C[Si](C)(C)CI